C(C)OC(=O)C=1C(=NC(=NC1O)C1=NN(C2=C(C=CC=C12)F)CC1=C(C=CC=C1)F)O.CN(C)CC1=CC=C(N)C=C1 4-((dimethylamino)methyl)aniline ethyl-4,6-dihydroxy-2-(7-fluoro-1-(2-fluorobenzyl)-1H-indazol-3-yl)pyrimidine-5-carboxylate